1-(2-(1H-imidazol-1-yl)ethyl)piperazine N1(C=NC=C1)CCN1CCNCC1